tert-butyl 4-(2-((6-amino-5-cyclopropylpyridin-3-yl)amino)-2-oxoacetyl)-5-(4-fluorophenyl)-2-methylpiperazine-1-carboxylate NC1=C(C=C(C=N1)NC(C(=O)N1CC(N(CC1C1=CC=C(C=C1)F)C(=O)OC(C)(C)C)C)=O)C1CC1